tert-butyl 2-chloro-3-fluoro-7,8-dihydro-1,6-naphthyridine-6(5H)-carboxylate ClC1=NC=2CCN(CC2C=C1F)C(=O)OC(C)(C)C